FC1(CC(C1)C1=NN(C=C1C(=O)OC)CC1=CC=C(C=C1)CN1C(C=CC(=C1)F)=O)F methyl 3-(3,3-difluorocyclobutyl)-1-(4-((5-fluoro-2-oxopyridin-1(2H)yl) methyl) benzyl)-1H-pyrazole-4-carboxylate